7-(cyclopropylamino)pyrazolo[1,5-a]Pyrimidine-3-carbonitrile monotrifluoroacetate FC(C(=O)O)(F)F.C1(CC1)NC1=CC=NC=2N1N=CC2C#N